ClC1=C(C=CC=C1NC(=O)C=1N(C2=C(CN(CC2)C)N1)C)C1=C(C(=CC=C1)C1=CC(=C(C=C1)CN1CC(C1)F)OC)Cl N-(2,2'-Dichloro-4''-((3-fluoroazetidin-1-yl)methyl)-3''-methoxy-[1,1':3',1''-terphenyl]-3-yl)-1,5-dimethyl-4,5,6,7-tetrahydro-1H-imidazo[4,5-c]pyridine-2-carboxamide